C12=CC=C(N1)C=C1C=CC(=N1)C=C1C=CC(N1)=CC=1C=CC(N1)=C2.[Co] COBALT PORPHYRIN